FC(OC1=CC=C(C=C1)C1=C2C(=NN(C1=O)C1=CC3=CN(N=C3C=C1)C)NC=C2)F 4-(4-(difluoromethoxy)phenyl)-2-(2-methyl-2H-indazol-5-yl)-2,7-dihydro-3H-pyrrolo[2,3-c]pyridazin-3-one